(S)-4-(7-(8-ethynyl-7-fluoro-3-hydroxynaphthalen-1-yl)-8-fluoro-2-(((2R,7aS)-2-fluorotetrahydro-1H-pyrrolizin-7a(5H)-yl)methoxy)pyrido[4,3-d]pyrimidin-4-yl)thiomorpholin 1-oxide C(#C)C=1C(=CC=C2C=C(C=C(C12)C1=C(C=2N=C(N=C(C2C=N1)N1CCS(CC1)=O)OC[C@]12CCCN2C[C@@H](C1)F)F)O)F